(7S)-7-(tert-Butoxymethyl)hexahydropyrazino[2,1-c][1,4]Oxazine-6,9-dione C(C)(C)(C)OC[C@@H]1NC(C2COCCN2C1=O)=O